FC1C(CNC1)OC1=NOC(=C1C1=CC=2N(C=C1)N=C(C2)NC(=O)C2CC2)C N-[5-[3-(4-fluoropyrrolidin-3-yl)oxy-5-methyl-isoxazol-4-yl]pyrazolo[1,5-a]pyridin-2-yl]cyclopropanecarboxamide